(1-methyl-2-oxo-1,2,3,4-tetrahydroquinolin-6-yl) borate B(OC=1C=C2CCC(N(C2=CC1)C)=O)([O-])[O-]